C(C)(C)(C)C1CCN(CC1)C(=O)NC1=CC(=C(C=C1)C(=O)NC1CCCC1)C=1N=NNN1 4-(tert-butyl)-N-(4-(cyclopentylaminoformyl)-3-(2H-tetrazol-5-yl)phenyl)piperidine-1-carboxamide